methyl(1-(4-methyl-3-((1-(7-(prop-1-en-2-yl)quinolin-5-yl)cyclopropyl)carbamoyl)phenoxy)propan-2-yl)carbamate COC(NC(COC1=CC(=C(C=C1)C)C(NC1(CC1)C1=C2C=CC=NC2=CC(=C1)C(=C)C)=O)C)=O